N6-seryl-lysine N[C@@H](CO)C(=O)NCCCC[C@H](N)C(=O)O